Phosphoric acid dihydrogen (3S)-3-({N-[(4-methoxy-1H-indol-2-yl) carbonyl]-L-leucinyl} amino)-2-oxo-4-[(3S)-2-oxopyrrolidin-3-yl]Butyl ester COC1=C2C=C(NC2=CC=C1)C(=O)N[C@@H](CC(C)C)C(=O)N[C@H](C(COP(O)(O)=O)=O)C[C@H]1C(NCC1)=O